COC1=C(C=CC(=C1)N)NC1=CC(=CC(=C1)NC1=C(C=C(C=C1)N)OC)NC1=C(C=C(C=C1)N)OC 1,3,5-tris(2-methoxy-4-aminophenylamino)benzene